tert-butyl (2S,6R*)-2-[(benzyloxy)methyl]-6-ethyl-6-hydroxy-1,4-oxazepane-4-carboxylate C(C1=CC=CC=C1)OC[C@H]1OC[C@@](CN(C1)C(=O)OC(C)(C)C)(O)CC |o1:12|